FC(OC=1C=CC(=C(C1)C(C)N1C[C@@H](N(C[C@H]1C)C1=CC(N(C=2C=CC(=NC12)C#N)C)=O)C)F)F 8-((2s,5r)-4-(1-(5-(difluoromethoxy)-2-fluorophenyl)ethyl)-2,5-dimethylpiperazin-1-yl)-5-methyl-6-oxo-5,6-dihydro-1,5-naphthyridine-2-carbonitrile